3-[(3-bromo-4-fluoro-phenoxy)methyl]pyridazine BrC=1C=C(OCC=2N=NC=CC2)C=CC1F